N-(2-morpholinopyridin-4-yl)-7-methoxy-6-nitroquinazolin-4-amine O1CCN(CC1)C1=NC=CC(=C1)NC1=NC=NC2=CC(=C(C=C12)[N+](=O)[O-])OC